dioxolo[4,5-g]isoquinolin O1COC=2C1=CC=1C=CN=CC1C2